2-(8-Bromo-dibenzofuran-1-yl)-4,6-diphenyl-[1,3,5]triazine BrC=1C=CC2=C(C3=C(O2)C=CC=C3C3=NC(=NC(=N3)C3=CC=CC=C3)C3=CC=CC=C3)C1